O.O[C@@H]1[C@H](O)[C@@H](O)[C@H](O[C@H]2[C@H](O)[C@@H](O)[C@@H](O)[C@H](O2)CO)[C@H](O1)CO α-lactose-hydrate